(4-((2S,4r,6S)-2-cyano-7-((5-methoxy-7-methyl-1H-indol-4-yl)methyl)-7-azaspiro[3.5]nonan-6-yl)benzoyl)glycine C(#N)C1CC2(C1)C[C@H](N(CC2)CC2=C1C=CNC1=C(C=C2OC)C)C2=CC=C(C(=O)NCC(=O)O)C=C2